2-(2-(2-(3',6'-di(azetidin-1-yl)-3-oxo-3H-spiro[isobenzofuran-1,9'-xanthene]-6-carboxamido)ethoxy)ethoxy)ethyl (2-(2-((6-chlorohexyl)oxy)ethoxy)ethyl)carbamate ClCCCCCCOCCOCCNC(OCCOCCOCCNC(=O)C1=CC=C2C(OC3(C4=CC=C(C=C4OC=4C=C(C=CC34)N3CCC3)N3CCC3)C2=C1)=O)=O